C(CCCCC)C1(CCCCCC1)CCCCCC di(n-hexyl)cycloheptane